tert-butyl 9-(1-(5-methoxy-2-(1-methyl-1H-pyrazol-4-yl)-4-nitrophenyl)piperidin-4-yl)-3,9-diazaspiro[5.5]undecane-3-carboxylate COC=1C(=CC(=C(C1)N1CCC(CC1)N1CCC2(CCN(CC2)C(=O)OC(C)(C)C)CC1)C=1C=NN(C1)C)[N+](=O)[O-]